(S)-5-(2,3-difluorophenyl)-2,3-dimethyl-7-(2-(1-methyl-1H-pyrazol-4-yl)morpholino)pyrido[4,3-d]pyrimidin-4(3H)-one FC1=C(C=CC=C1F)C1=NC(=CC=2N=C(N(C(C21)=O)C)C)N2C[C@@H](OCC2)C=2C=NN(C2)C